N-(1-phenyl-2-(quinolin-2-yl)ethyl)-lambda3-Sulfanylamine C1(=CC=CC=C1)C(CC1=NC2=CC=CC=C2C=C1)N[SH2]